propan-2-enamide mesylate S(C)(=O)(=O)O.C(C=C)(=O)N